C(C)OC([C@](CCNC(CCC(=O)O)=O)(C)CC1=CC=C(C=C1)C1=CC=CC=C1)=O N-(3-carboxy-1-oxopropyl)-(4S)-(p-phenylphenyl-methyl)-4-amino-(2R)-methylbutanoic acid ethyl ester